C(N)(OC(C)(C)C)=O tert-butyl (8e)-carbamate